5,8-dimethoxy-1,4-dihydronaphthalene COC1=C2CC=CCC2=C(C=C1)OC